C(C)(C)(C)OC(=O)N1CC(C1)NC=1C=NC=C(C1)B1OC(C(O1)(C)C)(C)C 3-[[5-(4,4,5,5-tetramethyl-1,3,2-dioxaborolan-2-yl)-3-pyridinyl]amino]azetidine-1-carboxylic acid tert-butyl ester